C(#C)C=1C=NC=C(C=O)C1 5-ETHYNYLNICOTINALDEHYDE